2,4-difluoro-N-(2-methoxy-5-(4-(4-(2-methoxyacryloyl)piperazin-1-yl)quinazolin-6-yl)pyridin-3-yl)benzenesulfonamide FC1=C(C=CC(=C1)F)S(=O)(=O)NC=1C(=NC=C(C1)C=1C=C2C(=NC=NC2=CC1)N1CCN(CC1)C(C(=C)OC)=O)OC